C(C)(=O)OC1C=CCCC1 CYCLOHEX-2-EN-1-YL ACETATE